ammonium (2R,3s)-3-carboxy-2,3-dihydroxypropionate C(=O)(O)[C@H]([C@H](C(=O)[O-])O)O.[NH4+]